CO[C@@H]1C[C@@H](N(C1)C(=O)OC(C)(C)C)C(=O)OC 1-(tert-butyl) 2-methyl (2R,4R)-4-methoxypyrrolidine-1,2-dicarboxylate